C(CCCCCCC)(=O)O.C(C)C(C(=O)O)CCCC.C(C)C(C(=O)O)CCCC.OCC(C)(CO)C neopentyl glycol di(ethylhexanoate) caprylate